(E)-N'-(3,5-dibromo-2-hydroxybenzylidene)-2-(4-phenyl-1H-1,2,3-triazole-1-yl)acethydrazide BrC=1C(=C(\C=N\NC(CN2N=NC(=C2)C2=CC=CC=C2)=O)C=C(C1)Br)O